diethylene glycol diIsononanoate C(CCCCCC(C)C)(=O)OCCOCCOC(CCCCCC(C)C)=O